N-(2-chloroethyl)-5-(1-((6-(((cyclobutylmethyl)amino)methyl)imidazo[1,2-a]pyridin-2-yl)methyl)-1H-1,2,3-triazole-4-yl)pyridin-3-amine ClCCNC=1C=NC=C(C1)C=1N=NN(C1)CC=1N=C2N(C=C(C=C2)CNCC2CCC2)C1